ClC1=C(C=CC=C1)C(N1N=CC=C1)(C1=CC=CC=C1)C1=CC=CC=C1 1-[(2-chlorophenyl)diphenylmethyl]-1h-pyrazole